C(C1=CC=CC=C1)NC(CC1=NC=C(C=C1)C1=C(C=C(C=C1)OCCN1C[C@@H]2[C@H](C1)COC2)C)=O N-benzyl-2-(5-(2-methyl-4-(2-((3aR,6aS)-tetrahydro-1H-furo[3,4-c]pyrrol-5(3H)-yl)ethoxy)phenyl)pyridin-2-yl)acetamide